C(C)OC(=O)C=1C(=NN(C1)CC(F)(F)F)Cl 3-chloro-1-(2,2,2-trifluoroethyl)-1H-pyrazole-4-carboxylic acid ethyl ester